COC1=CC=C(C=N1)[C@H](CC(=O)O)C=1SC=C(N1)CCCCC1=NC=2NCCCC2C=C1 (S)-3-(6-methoxypyridin-3-yl)-3-(4-(4-(5,6,7,8-tetrahydro-1,8-naphthyridin-2-yl)butyl)thiazol-2-yl)propanoic acid